tert-butylphenyl(quinolinyl)Indolocarbazole rac-ethyl-5-oxo-2-phenyl-5,7,8,9-tetrahydropyrrolo[1,2-c][1,2,4]triazolo[1,5-a]pyrimidine-9-carboxylate C(C)OC(=O)[C@H]1CCC=2N1C=1N(C(C2)=O)N=C(N1)C1=CC=CC=C1.C(C)(C)(C)C1=C(C(=C2C(=C1)N=C1C=CC3=C4C=CC=CC4=NC3=C12)C1=NC2=CC=CC=C2C=C1)C1=CC=CC=C1 |r|